2,5-bis[(2,3-epoxypropoxy)phenyl]octahydro-4,7-methano-5H-indene C(C1CO1)OC1=C(C=CC=C1)C1CC2C3CC(C(C2C1)C3)C3=C(C=CC=C3)OCC3CO3